methyl 4-((5-fluoro-2-methoxybenzamido)methyl)-1H-indazole-7-carboxylate FC=1C=CC(=C(C(=O)NCC2=C3C=NNC3=C(C=C2)C(=O)OC)C1)OC